NC1=NC2=CC=CC=C2C(=C1)C(=O)N(CCC)CCO 2-amino-N-(2-hydroxyethyl)-N-propylquinoline-4-carboxamide